1-cyano-2-methylpropan-2-yl (S)-6-diazo-2-((R)-2-methoxypropanamido)-5-oxohexanoate [N+](=[N-])=CC(CC[C@@H](C(=O)OC(CC#N)(C)C)NC([C@@H](C)OC)=O)=O